COC(C(C(C(C(C(C(C(C(=O)O)(C(F)(F)F)F)=O)(F)F)(F)F)(F)F)(F)F)(F)F)(F)F 9-methoxyperfluoro-2-methyl-3-oxononanoic acid